perfluoropentyl 1,1,2,2-tetrafluoroethyl ether FC(C(F)F)(F)OC(C(C(C(C(F)(F)F)(F)F)(F)F)(F)F)(F)F